2-(3,4-dimethoxyphenyl)-5-fluoro-1H-benzo[d]imidazole COC=1C=C(C=CC1OC)C1=NC2=C(N1)C=CC(=C2)F